1,2,14-tetradecanetriol C(C(CCCCCCCCCCCCO)O)O